CC(C)(C)C1=C(C=C(C(=C1)C(C)(C)C)C)O 2,4-bis(1,1-dimethylethyl)-5-methylphenol